1-butyl-3-((1s,4s)-4-((5,5-dimethyl-2,4-dioxo-3-((2-(trimethylsilyl)ethoxy)methyl)imidazolidin-1-yl)methyl)cyclohexyl)-6-methyl-2,4-dioxo-1,2,3,4-tetrahydropyrimidine-5-carbaldehyde C(CCC)N1C(N(C(C(=C1C)C=O)=O)C1CCC(CC1)CN1C(N(C(C1(C)C)=O)COCC[Si](C)(C)C)=O)=O